C(CCC)P([C-]1C=CC=C1)CCCC.[C-]1(C=CC=C1)P(CCCC)CCCC.[Fe+2] 1,1'-bis(di-butylphosphino)ferrocene